BrC=1C(=C(C=CC1)N1C(C(C2=CC=C(C=C12)N1[C@@H](CN(CC1)C(=O)OC(C)(C)C)CC)(C)C)=O)C#N tert-butyl (R)-4-(1-(3-bromo-2-cyanophenyl)-3,3-dimethyl-2-oxoindolin-6-yl)-3-ethylpiperazine-1-carboxylate